4-{[6-(3,8-diazabicyclo[3.2.1]octan-3-yl)-7-methyl-2-(tetrahydro-1H-pyrrolizin-7a(5H)-ylmethoxy)-7H-purin-8-yl]oxy}-6-fluoro-5-[(triisopropylsilyl)ethynyl]-2-naphthol C12CN(CC(CC1)N2)C2=C1N(C(=NC1=NC(=N2)OCC21CCCN1CCC2)OC2=CC(=CC1=CC=C(C(=C21)C#C[Si](C(C)C)(C(C)C)C(C)C)F)O)C